C(C)(C)(C)N=NC(C)(C)C#N 2-(t-butylazo)-2-cyanopropane